t-Butyl (3-(4-(3-(2,4-dihydroxy-5-isopropylphenyl)-5-hydroxy-4H-1,2,4-triazol-4-yl)phenoxy)propyl)carbamate OC1=C(C=C(C(=C1)O)C(C)C)C1=NN=C(N1C1=CC=C(OCCCNC(OC(C)(C)C)=O)C=C1)O